FC(C=1C=CC(=NC1)N)(F)F 5-trifluoromethylpyridin-2-amine